1,3-dichloro-5,5-diphenyl-hydantoin tert-butyl-4-(4-(3-hydroxy-2,6-dioxopiperidin-3-yl)phenyl)piperidine-1-carboxylate C(C)(C)(C)OC(=O)N1CCC(CC1)C1=CC=C(C=C1)C1(C(NC(CC1)=O)=O)O.ClN1C(=O)N(C(=O)C1(C1=CC=CC=C1)C1=CC=CC=C1)Cl